S1C=NC2=C1C=C(C=C2)NC2=NC=NC1=CC(=CC(=C21)O[C@@H]2CN(CC[C@H]2OC)C(=O)OC(C)(C)C)C=2C=NN(C2)C tert-butyl (3R,4R)-3-((4-(benzo[d]thiazol-6-ylamino)-7-(1-methyl-1H-pyrazol-4-yl)quinazolin-5-yl)oxy)-4-methoxypiperidine-1-carboxylate